CN(C1=CC=C(C(=O)NCC2=NC(=NO2)C=2N(C3=CC=CC(=C3C2)N[C@H]2[C@H](CN(CC2)C)F)CC(F)(F)F)C=C1)C 4-(dimethylamino)-N-{[3-(4-{[(3S,4R)-3-fluoro-1-methylpiperidin-4-yl]amino}-1-(2,2,2-trifluoroethyl)-1H-indol-2-yl)-1,2,4-oxadiazol-5-yl]methyl}benzamide